5-(2,2,2-trifluoroethyl)-[2,3'-bipyridine]-4',6'-diamine FC(CC=1C=CC(=NC1)C=1C=NC(=CC1N)N)(F)F